COC(C1=CC=C(C=C1)CN1C2=CC=CC=C2C=2CCN(CC12)C(C1=C(C=C(C=C1)F)F)=O)=O 4-[2-(2,4-difluorobenzoyl)-2,3,4,9-tetrahydro-1H-β-carbolin-9-ylmethyl]-benzoic acid methyl ester